Cl(=O)(=O)(=O)[O-].C(C)(C)(C)[N+]=1OC(CC1)C 2-tert-butyl-5-methyl-isoxazolinium perchlorate